OCC#CC1=CC=C(C=C1)C1=NC(C=2N(C3=C1C(=C(S3)C)C)C(=NN2)C)CC(=O)OC(C)(C)C tert-butyl 2-(4-(4-(3-hydroxyprop-1-yn-1-yl)phenyl)-2,3,9-trimethyl-6H-thieno[3,2-f][1,2,4]triazolo[4,3-a][1,4]diazepin-6-yl)acetate